C(C)(C)(C)[S@@](=O)N(C1(COC1)C1=C(C=C(C=C1)CC(=O)OCC)F)COCC[Si](C)(C)C |r| (±)-ethyl 2-[4-[3-[tert-butylsulfinyl(2-trimethylsilylethoxymethyl)amino] oxetan-3-yl]-3-fluoro-phenyl]acetate